CN(C)CC=1C=C(C=C(C1)OCCCCCCCCCCCCCC(=O)O)OCCCCCCCCCCCCCC(=O)O.C1=C(C=CC2=CC=CC=C12)CCCCCNC(CC)=O N-[5-(naphthalen-2-yl)pentyl]propanamide ((5-((dimethylamino)methyl)-1,3-phenylene)bis(oxy))bis(hexane-6,1-diyl)dioctanoate